2-(3-(benzylsulfanyl)-5-bromophenyl)acetic acid methyl ester COC(CC1=CC(=CC(=C1)Br)SCC1=CC=CC=C1)=O